4-tert-butyl-2-(2,4-difluorophenoxy)-1H-imidazole C(C)(C)(C)C=1N=C(NC1)OC1=C(C=C(C=C1)F)F